ClC=1C(=C(C=CC1)NC1=C(NC2=C1C(NCC2)=O)C2=C(C=NC=C2)C#C[C@@H]2N([C@H]1C[C@H]1C2)C(=O)OC(C)(C)C)OC tert-butyl (1S,3R,5S)-3-[2-(4-{3-[(3-chloro-2-methoxyphenyl)amino]-4-oxo-1H,5H,6H,7H-pyrrolo[3,2-c]pyridin-2-yl}pyridin-3-yl)ethynyl]-2-azabicyclo[3.1.0]hexane-2-carboxylate